N-(3-(1-(heptadecan-9-yl)-1H-1,2,3-triazol-4-yl)-2-hydroxyphenyl)carboxamide CCCCCCCCC(CCCCCCCC)N1N=NC(=C1)C=1C(=C(C=CC1)NC=O)O